C12(CCC(CC1)CC2)COC=2N=C(C1=C(N2)C(=C(N=C1)C1=CC(=CC2=CC=C(C(=C12)C#C)F)O)F)N1C[C@H]2CC[C@@H](C1)N2 4-(2-(bicyclo[2.2.2]oct-1-ylmethoxy)-4-((1R,5S)-3,8-diazabicyclo[3.2.1]oct-3-yl)-8-fluoropyrido[4,3-d]pyrimidin-7-yl)-5-ethynyl-6-fluoronaphthalen-2-ol